CNS(=O)(=O)C1CCCCC1 N-methylcyclohexanesulfonamide